O=CCC1OC2(OC1)CC(CCC2)C(=O)OCC ethyl 2-(2-oxoethyl)-1,4-dioxaspiro[4.5]decane-7-carboxylate